tert-Butyl N-[3-(6-{(S)-(4,4-difluorocyclohexyl)[(4-methyl-1,2,5-oxadiazole-3-carbonyl)-amino]methyl}imidazo[1,2-b][1,2,4]triazin-3-yl)tetrahydrofuran-3-yl]carbamate Nitrogen [N].FC1(CCC(CC1)[C@@H](C=1N=C2N(N=CC(=N2)C2(COCC2)NC(OC(C)(C)C)=O)C1)NC(=O)C1=NON=C1C)F